COC1=CC2=C(N=C(O2)CSC=2NC(C3=C(N2)N(N=C3)C3=CC=CC=C3)=O)C=C1 6-(((6-Methoxybenzo[d]oxazol-2-yl)methyl)thio)-1-phenyl-1,5-dihydro-4H-pyrazolo[3,4-d]pyrimidin-4-on